tert-butyl 2-(6-chloro-3-(3,4-dichlorophenyl)-9H-carbazol-2-ylamino)ethylcarbamate ClC=1C=C2C=3C=C(C(=CC3NC2=CC1)NCCNC(OC(C)(C)C)=O)C1=CC(=C(C=C1)Cl)Cl